2'-(methylamino)-[1,1'-biphenyl] CNC1=C(C=CC=C1)C1=CC=CC=C1